FC(C1=NN(C=C1C(=O)NC1=C2[C@H]3CC[C@@H](C2=CC=C1)[C@H]3C(C)C)C)F |r| 3-(difluoromethyl)-1-methyl-N-[(1RS,4SR,9RS)-1,2,3,4-tetrahydro-9-isopropyl-1,4-methanonaphthalen-5-yl]pyrazole-4-carboxamide